COC1=CC2=C(N=C(S2)C2=C3N=CC(=NC3=CC(=C2)C)COC)C=C1O 6-methoxy-2-(2-(methoxymethyl)-7-methylquinoxalin-5-yl)benzo[d]Thiazol-5-ol